3-mercaptopropyldiethoxymethylsilane SCCC[SiH2]C(OCC)OCC